N1C=NC2=C1C=CC(=C2)C2=NN=C(O2)C=2C=CC(=C(C#N)C2)NCCF 5-[5-(1H-1,3-benzodiazol-5-yl)-1,3,4-oxadiazol-2-yl]-2-[(2-fluoroethyl)amino]benzonitrile